CN1N=C(C(=C1)C1=CC=2C3=C(C=NC2C=C1OC)N(C(N3C3=NC=C(C=C3F)OC)=O)C)C 8-(1,3-Dimethyl-1H-pyrazol-4-yl)-1-(3-fluoro-5-methoxypyridin-2-yl)-7-methoxy-3-methyl-1,3-dihydroimidazo[4,5-c]-quinolin-2-one